CCCCCCCCCCC/C=C/C=C/C=C/C=C/C=C/C(=O)OCC docosapentaenoic acid ethyl ester